OC1=C(C=CC=C1)C=1OC2=C(N1)C=CC(=C2)CC(C#N)C#N 2-((2-(2-hydroxyphenyl)benzo[d]oxazol-6-yl)methyl)malononitrile